2-chloro-5-cyclopropyl-1,3-dimethyl-benzene ClC1=C(C=C(C=C1C)C1CC1)C